CN1N=C(C=C1)C=1C(=CC(=NC1)NC(C)=O)NC1=NC(=CC=C1)S(N)(=O)=O N-(5-(1-methyl-1H-pyrazol-3-yl)-4-((6-sulfamoylpyridin-2-yl)amino)pyridin-2-yl)acetamide